C1C(CC2=CC=CC=C12)NC1=NC=C(C=N1)C=1C(=NN(C1)CC(=O)N1CC2=C(CC1)NN=N2)OCC 2-(4-{2-[(2,3-dihydro-1H-inden-2-yl)amino]pyrimidin-5-yl}-3-ethoxy-1H-pyrazol-1-yl)-1-{1H,4H,5H,6H,7H-[1,2,3]triazolo[4,5-c]pyridin-5-yl}ethan-1-one